(11R)-6-(2,6-Dimethylphenyl)-11-isobutyl-12-(2-oxaspiro[3.3]heptan-6-yl)-2,2-dioxo-9-oxa-2λ6-thia-3,5,12,19-tetrazatricyclo[12.3.1.14,8]nonadeca-1(18),4(19),5,7,14,16-hexaen-13-one CC1=C(C(=CC=C1)C)C1=NC=2NS(C=3C=CC=C(C(N([C@@H](COC(=C1)N2)CC(C)C)C2CC1(COC1)C2)=O)C3)(=O)=O